CC1=CC(=NN1)NC=1C2=C(N=C(N1)NC1CC3CCC(C1)N3CCC#N)N=CS2 3-((3-Exo)-3-((7-((5-methyl-1H-pyrazol-3-yl)amino)thiazolo[4,5-d]pyrimidin-5-yl)amino)-8-azabicyclo[3.2.1]oct-8-yl)propionitrile